9-hydroxy-3-azaspiro[5.5]undecane hydrochloride Cl.OC1CCC2(CCNCC2)CC1